ClC=1C=C2C(=C(NC2=C(C1)F)C1=CC=C(C=C1)F)CCC(=O)NC1(CCC1)CO 3-[5-chloro-7-fluoro-2-(4-fluorophenyl)-1H-indol-3-yl]-N-[1-(hydroxymethyl)-cyclobutyl]propanamide